OCCCOC1=CC2=C(CN(CCS2(=O)=O)C2=NC3=CC=CC=C3C(=C2)NC(OC(C)(C)C)=O)C=C1 tert-butyl {2-[8-(3-hydroxypropoxy)-1,1-dioxido-2,3-dihydro-1,4-benzothiazepin-4(5H)-yl]quinolin-4-yl}carbamate